(7-{[2-(4-isopropylphenyl)imidazo[1,2-a]pyrimidin-3-yl]methyl}-3-oxa-7,9-diazabicyclo[3.3.1]non-9-yl)(6-methoxypyridin-2-yl)methanone C(C)(C)C1=CC=C(C=C1)C=1N=C2N(C=CC=N2)C1CN1CC2COCC(C1)N2C(=O)C2=NC(=CC=C2)OC